4-methoxy-5-methyl-1-(tetrahydro-2H-pyran-2-yl)-1H-indazole COC1=C2C=NN(C2=CC=C1C)C1OCCCC1